BrC=1SC(=C(N1)C)C(=O)OCC ethyl 2-bromo-4-methylthiazole-5-carboxylate